3-[[(1R)-1-[3,6-Dimethyl-4-oxo-2-(3-pyridyl)chromen-8-yl]ethyl]amino]-6-fluoro-pyridine-2-carboxylic acid CC1=C(OC2=C(C=C(C=C2C1=O)C)[C@@H](C)NC=1C(=NC(=CC1)F)C(=O)O)C=1C=NC=CC1